tert-Butyl N-[3-[[4-[(5-Cyclopropyl-1H-pyrazol-3-yl)amino]pyrimidin-2-yl]amino]propyl]-N-methyl-carbamate C1(CC1)C1=CC(=NN1)NC1=NC(=NC=C1)NCCCN(C(OC(C)(C)C)=O)C